CN(C)[Zr+5] (dimethylamino)zirconium (VI)